dodecanediol 2,5-furandicarboxylate O1C(=CC=C1C(=O)O)C(=O)O.C(CCCCCCCCCCC)(O)O